CC=1N=C(NC1C)C1=NC=CC(=C1)C=1C=NC=C(C1)NC(C)C1=CC=CC=C1 2'-(4,5-Dimethyl-1H-imidazol-2-yl)-N-(1-phenylethyl)-3,4'-bipyridin-5-amine